C1=CC=CC=2C3=CC=CC=C3N(C12)C1=CC2=C(C3=C(O2)C=C(C=C3)N(C3=CC=CC=C3)C3=CC=C(C=C3)C3=CC2=CC=CC=C2C=C3)C=C1 7-(9H-carbazol-9-yl)-N-(4-(naphthalen-2-yl)phenyl)-N-phenyldibenzo[b,d]furan-3-amine